1-amino-5-(trimethoxysilyl)pentane-2-ol NCC(CCC[Si](OC)(OC)OC)O